CN1C(=CC=C1)CNCC=1C=NC=CC1 1-(1-Methyl-1H-pyrrol-2-yl)-N-(pyridin-3-ylmethyl)methanamine